COC1=C(CNC2=NC=CC(=C2F)B2OC(C(O2)(C)C)(C)C)C=CC(=C1)OC N-(2,4-dimethoxybenzyl)-3-fluoro-4-(4,4,5,5-tetramethyl-1,3,2-dioxaborolan-2-yl)pyridine-2-amine